ClC1=CC=C(C=C1)COC=1C=C(CNCCO)C=CC1OCC1=CC=C(C=C1)Cl 2-(3,4-bis((4-chlorophenyl)methoxy)benzylamino)ethanol